ClC=1C=C(C(=NC1)C)S(=O)(=O)NC1=C(C(=C(C=C1)F)C#C)F 5-chloro-N-(3-ethynyl-2,4-difluorophenyl)-2-methylpyridine-3-sulfonamide